di(3-hydroxypropylamino)(-)-(R)-2-hydroxymethyl-tetrahydropyrrole OCCCN[C@]1(N(CCC1)NCCCO)CO